5-bromo-4-chloro-2-fluoro-N,N-bis(4-methoxybenzyl)-3-methylaniline BrC=1C(=C(C(=C(N(CC2=CC=C(C=C2)OC)CC2=CC=C(C=C2)OC)C1)F)C)Cl